(S)-N-[[2-fluoro-3-(trifluoromethyl)phenyl]methylene]-2-methyl-propane-2-sulfinamide FC1=C(C=CC=C1C(F)(F)F)C=N[S@@](=O)C(C)(C)C